BrC1=NN(C=C1)C1=NC(=C2N=C(N(C2=N1)C)C1=CC=NC=C1)N1CCOCC1 4-(2-(3-bromo-1H-pyrazol-1-yl)-9-methyl-8-(pyridin-4-yl)-9H-purin-6-yl)morpholine